FC=1C=C(C=CC1F)S(=O)(=O)NCC1=CC=C(CNC(=O)C2=C(N=NS2)C)C=C1 (4-((3,4-difluorophenylsulfonamido)methyl)benzyl)-4-methyl-1,2,3-thiadiazole-5-carboxamide